BrC1=NN(C(=C1)C(C)(C)NC(C)=O)C N-(2-(3-bromo-1-methyl-1H-pyrazol-5-yl)propan-2-yl)acetamide